4-((4-fluoro-2-methyl-1H-indol-5-yl) oxy)-7-methoxyquinolin-6-yl (S)-2,4-dimethylpiperazine-1-carboxylate C[C@@H]1N(CCN(C1)C)C(=O)OC=1C=C2C(=CC=NC2=CC1OC)OC=1C(=C2C=C(NC2=CC1)C)F